7-(3-(4-chlorophenyl)-4,5-dihydro-1H-pyrazol-5-yl)quinoline ClC1=CC=C(C=C1)C1=NNC(C1)C1=CC=C2C=CC=NC2=C1